OC(COC1=CC=C(CNC(N(CC2CCN(CC2)C)CC2=CC=C(C=C2)F)=O)C=C1)(C)C 3-(4-(2-hydroxy-2-methylpropoxy)benzyl)-1-(4-fluorophenylmethyl)-1-((1-methylpiperidin-4-yl)methyl)urea